C(CCC)O[C@@H]1CC[C@H](CC1)NC(=O)C1=CN(C2=C1C(N(C=C2Cl)C)=O)C N-(trans-4-butoxycyclohexyl)-7-chloro-1,5-dimethyl-4-oxo-4,5-dihydro-1H-pyrrolo[3,2-c]pyridine-3-carboxamide